2-(3-((E)-((1S,2S,5S,6R)-2,6-difluoro-1-methyl-8-azabicyclo[3.2.1]octan-3-ylidene)methyl)-1,2,4-triazin-6-yl)-5-(1H-imidazol-1-yl)phenol F[C@@H]\1[C@@]2(C[C@H]([C@H](C/C1=C\C=1N=NC(=CN1)C1=C(C=C(C=C1)N1C=NC=C1)O)N2)F)C